N,N-dimethyl-4-(1-phenyl-2,3-dihydro-1H-benzo[d]pyrrolo[1,2-a]imidazol-7-yl)benzamide CN(C(C1=CC=C(C=C1)C1=CC2=C(N=C3N2C(CC3)C3=CC=CC=C3)C=C1)=O)C